4-((5-(4-(aminomethyl)-1-oxo-1,2-dihydro-phthalazin-6-yl)pyridin-3-yl)oxy)benzonitrile NCC1=NNC(C2=CC=C(C=C12)C=1C=C(C=NC1)OC1=CC=C(C#N)C=C1)=O